N-methyl-N-(2-guanidinyl)ethylammonium chloride [Cl-].C[NH2+]CCN=C(N)N